(3R)-4-amino-N,3-dimethyl-N-((1S)-1-(5-(trifluoromethyl)-2-pyridinyl)ethyl)-1,3-dihydrofuro[3,4-c]quinoline-8-carboxamide NC1=NC=2C=CC(=CC2C2=C1[C@H](OC2)C)C(=O)N([C@@H](C)C2=NC=C(C=C2)C(F)(F)F)C